(Z)-7-(bromomethyl)pentadec-7-ene BrC\C(\CCCCCC)=C/CCCCCCC